3-hydroxypropyl-3-methyloxetane OCCCC1OCC1C